OC(CON1C(C2=CC=CC=C2C1=O)=O)C 2-(2-hydroxypropoxy)isoindoline-1,3-dione